C(C)(C)C1=C(C=C(C=C1)C)N1/C(/SCC1=O)=N/C(NC1=CC=C(C=C1)NC(C1=CC=C(C=C1)OC(F)(F)F)=O)=O (Z)-N-(4-(3-(3-(2-isopropyl-5-methylphenyl)-4-oxothiazolidine-2-ylidene)ureido)phenyl)-4-(trifluoromethoxy)benzamide